C(C)(C)N1CCN(CC1)CCNC(C)C 1-isopropyl-4-[2-(N-isopropylamino)ethyl]piperazine